(2,4-difluoro-5-nitrophenyl)acetic acid FC1=C(C=C(C(=C1)F)[N+](=O)[O-])CC(=O)O